N'-[4-(4-chlorophenyl)thiazol-2-yl]-N,N-dimethyl-benzene-1,4-diamine ClC1=CC=C(C=C1)C=1N=C(SC1)NC1=CC=C(C=C1)N(C)C